O=C1NC(CCC1N1C(C2=CC=CC(=C2C1)N([C@H]1C[C@H](CC1)C(=O)N)CCCC1CCOCC1)=O)=O (1S,3R)-3-((2-(2,6-dioxopiperidin-3-yl)-1-oxoisoindolin-4-yl)(3-(tetrahydro-2H-pyran-4-yl)propyl)amino)cyclopentanecarboxamide